N-(2-hydroxyethyl)propionamide OCCNC(CC)=O